CC=1OC(=CC1C(=O)NC1=NC(=NS1)CC(C)=O)C1=CC=NC=C1 2-Methyl-N-(3-(2-oxopropyl)-1,2,4-thiadiazol-5-yl)-5-(pyridin-4-yl)furan-3-carboxamide